(S)-2-(5-chloro-4-fluoro-2-isopropoxy-3-(6-(trifluoromethyl)pyridin-3-yl)phenyl)propionic acid ClC=1C(=C(C(=C(C1)[C@@H](C(=O)O)C)OC(C)C)C=1C=NC(=CC1)C(F)(F)F)F